5-((14-(4-(5H-pyrido[4,3-b]indol-7-yl)piperazin-1-yl)-3,6,9,12-tetraoxatetradecyl)oxy)-2-(2,6-dioxopiperidin-3-yl)isoindoline-1,3-dione C1=NC=CC=2NC=3C=C(C=CC3C21)N2CCN(CC2)CCOCCOCCOCCOCCOC=2C=C1C(N(C(C1=CC2)=O)C2C(NC(CC2)=O)=O)=O